(Z)-4-(2-naphthylmethylene)-2-((E)-4-(dimethylamino)styryl)oxazol-5(4H)-one C1=C(C=CC2=CC=CC=C12)\C=C\1/N=C(OC1=O)\C=C\C1=CC=C(C=C1)N(C)C